2,4-dihydroxynaphthalene-1-sulfonic acid OC1=C(C2=CC=CC=C2C(=C1)O)S(=O)(=O)O